24-{Hydroxy[2-(trifluoromethyl)phenyl]methyl}-5α-cholane-3β,4β-diol OC(CCC[C@@H](C)[C@H]1CC[C@H]2[C@@H]3CC[C@H]4[C@H]([C@H](CC[C@]4(C)[C@H]3CC[C@]12C)O)O)C1=C(C=CC=C1)C(F)(F)F